ClC1=C(C=CC=C1)C/C=C/Br (E)-3-(2-chlorophenyl)-propenyl bromide